4,5-dichloro-2-(3-methylnaphthalen-1-yl)quinoline ClC1=CC(=NC2=CC=CC(=C12)Cl)C1=CC(=CC2=CC=CC=C12)C